(R)-(3-Benzyl (1-aminoethyl)-5-(trifluoromethyl)phenyl)carbamate C(C1=CC=CC=C1)C=1C(=C(C=C(C1)C(F)(F)F)NC([O-])=O)[C@@H](C)N